S(C)(=O)(=O)O.S(C)(=O)(=O)O.C(C)(C)C=1NC(=C(N1)C1=CC=C2C(=N1)N(C(=N2)N)CC(C)C)C2=CC=CC=C2 5-[2-isopropyl-5-phenyl-1H-imidazol-4-yl]-3-isobutyl-3H-imidazo[4,5-b]pyridin-2-ylamine dimesylate